methyl 4-amino-7-bromo-1-(6-methylpyridin-3-yl)-2-oxo-1,2-dihydroquinoline-3-carboxylate NC1=C(C(N(C2=CC(=CC=C12)Br)C=1C=NC(=CC1)C)=O)C(=O)OC